N[C@@]1(NCC2=CC=CC=C2C1)CC(=O)O (R)-3-amino-(S)-1,2,3,4-tetrahydro-isoquinoline-3-acetic acid